(2R,3R)-2-(3-(4,5-dichloro-1H-benzo[d]imidazol-1-yl)propyl)piperidin-3-ol dihydrochloride Cl.Cl.ClC1=C(C=CC=2N(C=NC21)CCC[C@H]2NCCC[C@H]2O)Cl